C(C(C)C)N1C[C@H](N(CC1)C=1SC2=C(N1)C(=C(N2)C=2C=C(C=1N(C2)N=CN1)C)C(C)C)C (R)-2-(4-isobutyl-2-methylpiperazin-1-yl)-6-isopropyl-5-(8-methyl-[1,2,4]triazolo[1,5-a]pyridin-6-yl)-4H-pyrrolo[3,2-d]thiazole